P(=O)(O)(O)OCCCCCCC(C)C isononyl alcohol phosphate